(R)-2-((4-morpholino-6-((5-(5-phenyl-1,3,4-oxadiazol-2-yl)thiazol-2-yl)amino)pyrimidin-2-yl)amino)propan-1-ol O1CCN(CC1)C1=NC(=NC(=C1)NC=1SC(=CN1)C=1OC(=NN1)C1=CC=CC=C1)N[C@@H](CO)C